Tert-butyl 3-((trimethylsilyl)ethynyl)-5,6-dihydropyridine-1(2H)-carboxylate C[Si](C)(C)C#CC=1CN(CCC1)C(=O)OC(C)(C)C